N=1C=NN2C1C=C(C=C2)C=2C=CN1N=C(N=C(C12)OC)N[C@H]1[C@H](CN(CC1)C)F 5-([1,2,4]triazolo[1,5-a]pyridin-7-yl)-N-((3S,4R)-3-fluoro-1-methylpiperidin-4-yl)-4-methoxypyrrolo[2,1-f][1,2,4]triazin-2-amine